BrC1=CN=C(C(=N1)NC(C)C=1C=C2C=CC=NC2=CC1C)N 6-bromo-N2-(1-(7-methylquinolin-6-yl)ethyl)pyrazine-2,3-diamine